4-methoxyl-1,2-naphthoquinone O(C)C1=CC(C(C2=CC=CC=C12)=O)=O